1-(4-(4-(2-(dimethylamino)ethoxy)phenyl)piperazin-1-yl)propan-1-one CN(CCOC1=CC=C(C=C1)N1CCN(CC1)C(CC)=O)C